1-{(2R)-2-[8-amino-1-(4-{[4-(trifluoromethyl)pyridin-2-yl]carbamoyl}phenyl)imidazo[1,5-a]pyrazin-3-yl]morpholin-4-yl}cyclopropanecarboxylic acid NC=1C=2N(C=CN1)C(=NC2C2=CC=C(C=C2)C(NC2=NC=CC(=C2)C(F)(F)F)=O)[C@H]2CN(CCO2)C2(CC2)C(=O)O